C1(CC1)C=1C=C(N=NC1C1=C(C=C(C=C1)C(F)(F)F)O)NC(CNC)=O N-(5-cyclopropyl-6-(2-hydroxy-4-(trifluoromethyl)phenyl)pyridazin-3-yl)-2-(methylamino)acetamide